BrC1=CC=C(C=C1)CC(=O)N(C=1SC(=C(N1)C)S(N)(=O)=O)C 2-(4-bromophenyl)-N-methyl-N-(4-methyl-5-sulfamoylthiazol-2-yl)acetamide